O[C@H]1[C@H](O)[C@H](O)[C@@H](O)[C@H](O1)CO beta-D-gulose